N1N=CC2=C(C=CC=C12)CNC(C1=CC=C(C=C1)C(F)(F)F)=O N-(1H-indazol-4-ylmethyl)-4-(trifluoromethyl)-benzamide